FC1(C(C12CCN(CC2)S(=O)(=O)C)C(=O)OCC2=CC=CC=C2)F benzyl 2,2-difluoro-6-(methylsulfonyl)-6-azaspiro[2.5]octane-1-carboxylate